heptadecafluorononane FC(C(C(C(C(C(C(C(F)(F)F)(F)F)(F)F)(F)F)(F)F)(F)F)(F)F)(C)F